(R)-N-((3,5-DIFLUORO-4-((4-(3-FLUOROAZETIDIN-1-YL)-1-((4-FLUOROPHENYL)THIO)BUTAN-2-YL)AMINO)PHENYL)SULFONYL)-2-METHYLSPIRO[3.3]HEPTANE-2-CARBOXAMIDE FC=1C=C(C=C(C1N[C@@H](CSC1=CC=C(C=C1)F)CCN1CC(C1)F)F)S(=O)(=O)NC(=O)C1(CC2(C1)CCC2)C